C1(=CC=CC=C1)S(=O)(=O)N1C=C(C=2C1=NC(=CC2)C=2C(=NOC2)C)C2=NC(=NC=C2C(F)(F)F)N[C@@H]2CN(C[C@@H](C2)O)C(=O)OC(C)(C)C tert-butyl (3S,5R)-3-[[4-[1-(benzenesulfonyl)-6-(3-methylisoxazol-4-yl) pyrrolo[2,3-b]pyridin-3-yl]-5-(trifluoromethyl)pyrimidin-2-yl]amino]-5-hydroxy-piperidine-1-carboxylate